2-(aminomethyl)-6-[3-(2-chloro-4-fluoro-benzoyl)-3,8-diazabicyclo[3.2.1]octan-8-yl]-N,N-diethyl-pyridine-4-sulfonamide NCC1=NC(=CC(=C1)S(=O)(=O)N(CC)CC)N1C2CN(CC1CC2)C(C2=C(C=C(C=C2)F)Cl)=O